C(C)(=O)[O-].C(CCCCCCCCC)[N+]1=CC=C(C=C1)CC 1-Decyl-4-ethylpyridinium acetat